rel-3-chloro-2'-[3-(1-cyclopropyl-1-hydroxyethyl)-2-oxopyridin-1-yl]-4-[(3,5-difluoropyridin-2-yl)methoxy]-5',6-dimethyl-[1,4'-bipyridine]-2-one ClC=1C(N(C(=CC1OCC1=NC=C(C=C1F)F)C)C1=CC(=NC=C1C)N1C(C(=CC=C1)[C@](C)(O)C1CC1)=O)=O |o1:31|